nonanedioate C(CCCCCCCC(=O)[O-])(=O)[O-]